C1=CC=CC=2C3=CC=CC=C3C(C12)COC(=O)N[C@@H](C(=O)O)CC1=CC=C(C=C1)C1=CC=CC=C1 (R)-2-((((9H-fluoren-9-yl)methoxy)carbonyl)amino)-3-([1,1'-biphenyl]-4-yl)propanoic acid